OC1=NC=2C(CC(N3C2C(=C1)CC3)=O)=O 2-hydroxy-4,5-dihydro-7H-pyrrolo[3,2,1-de][1,5]naphthyridine-7,9(8H)-dione